butyl 3-amino-4,4-difluoro-3-(2-hydroxyethyl)-2-({[(CIS)-4-phenylcyclohexyl]oxy}methyl)piperidine-1-carboxylate NC1(C(N(CCC1(F)F)C(=O)OCCCC)CO[C@@H]1CC[C@@H](CC1)C1=CC=CC=C1)CCO